C(=CC)C1=C(C(C(=O)O)=CC(=C1C(=O)O)C(=O)O)C(=O)O propenyl-pyromellitic acid